tungsten sulfide lithium [Li].[W]=S